FC(OC1CN(C1)CCCC)(F)F (R)-4-(3-(trifluoromethoxy)azetidin-1-yl)butane